O=C1NC(CCC1N1C(C2=CC=C(C=C2C1=O)CN1CCNCC1)=O)=O 2-(2,6-dioxo-3-piperidyl)-5-(piperazin-1-ylmethyl)isoindoline-1,3-dione